ClC=1C=NN(C1C1=C(OC2=C(N=CN=N2)N2CC3(C2)CCNCC3)C=CC(=C1)F)C(C)C 2-(6-(2-(4-chloro-1-isopropyl-1H-pyrazol-5-yl)-4-fluorophenoxy)-1,2,4-triazin-5-yl)-2,7-diazaspiro[3.5]nonane